Ethoxyethyl-2-cyanoacrylate C(C)OCCOC(C(=C)C#N)=O